2-{[(2S)-4-{6-[(4-Cyano-2-fluorobenzyl)oxy]pyridin-2-yl}-2-methylpiperazin-1-yl]methyl}-3-[(2S)-oxetan-2-ylmethyl]-3H-imidazo[4,5-b]pyridin C(#N)C1=CC(=C(COC2=CC=CC(=N2)N2C[C@@H](N(CC2)CC2=NC=3C(=NC=CC3)N2C[C@H]2OCC2)C)C=C1)F